tert-butyl 4-(2-carbamoyl-1H-indol-4-yl)-3,6-dihydropyridine-1(2H)-carboxylate C(N)(=O)C=1NC2=CC=CC(=C2C1)C=1CCN(CC1)C(=O)OC(C)(C)C